3-((6-chloro-[1,1'-biphenyl]-2-yl)amino)isonicotinic acid ClC1=CC=CC(=C1C1=CC=CC=C1)NC1=C(C(=O)O)C=CN=C1